FC1=CC=C(C=C1)C1=C(C2=C(S1)C=C(C=C2)O)OC2=CC=C(C=C2)N2CCC(CC2)CCCN2CCN(CC2)C=2C=C1CN(C(C1=CC2)=O)C2C(NC(CC2)=O)=O 3-(5-(4-(3-(1-(4-((2-(4-fluorophenyl)-6-hydroxybenzo[b]thiophen-3-yl)oxy)phenyl)piperidin-4-yl)propyl)piperazin-1-yl)-1-oxoisoindolin-2-yl)piperidine-2,6-dione